C1(=CC=CC=C1)C1=C(C=CC=C1)P(C(C1=C(C=C(C=C1C)C)C)=O)(C(C1=C(C=C(C=C1C)C)C)=O)=O phenylbis(2,4,6-trimethylbenzoyl)-phenylphosphine oxide